C1(C=CC2=CC=CC=C12)N indeneamine